N1(CCCC2=NC=CC=C12)C(=O)OC(C)(C)C 1,1-dimethylethyl 3,4-dihydro-1,5-naphthyridine-1(2H)-carboxylate